C(C)(C)(C)C=1C=C(N(N1)C1=CC=C(C=C1)C)NC(NC=1SC(=CN1)CCC1=CC(=NC=C1)NC(=O)N1CCCC1)=O Pyrrolidine-1-carboxylic acid [4-(2-{2-[3-(5-tert-butyl-2-p-tolyl-2H-pyrazol-3-yl)-ureido]-thiazol-5-yl}-ethyl)-pyridin-2-yl]-amide